CN1C=CC=2C=NC=C(C21)N=C(C2=CC=CC=C2)C2=CC=CC=C2 N-(1-methyl-1H-pyrrolo[3,2-c]pyridin-7-yl)-1,1-diphenylmethanimine